Diphenyl-Phosphinobenzoic Acid C1(=CC=CC=C1)C1=C(C(=C(C(=O)O)C=C1)P)C1=CC=CC=C1